NC1=NC2=C(C=3N1N=C(N3)C=3OC=CC3)C=NN2C(C(=O)NCC2=C(C=CC=C2)OC(F)(F)F)C2=CC=CC=C2 2-(5-amino-2-(furan-2-yl)-7H-pyrazolo[4,3-e][1,2,4]triazolo[1,5-c]pyrimidin-7-yl)-2-phenyl-N-(2-(trifluoromethoxy)benzyl)acetamide